N-(3-([1,1'-biphenyl]-4-yl)propyl)-4-butoxybenzenesulfonamide C1(=CC=C(C=C1)CCCNS(=O)(=O)C1=CC=C(C=C1)OCCCC)C1=CC=CC=C1